FC1=C(C=CC(=C1)OC1C2CN(CC1C2)C)C=2C=C1C(=CC=NC1=CC2)NC=2C=CC1=C(N=CS1)C2 N-(6-(2-fluoro-4-((3-methyl-3-azabicyclo[3.1.1]heptan-6-yl)oxy)phenyl)quinolin-4-yl)benzo[d]thiazol-5-amine